3-(3-methylhexadecan-3-yl)-1,2,4-oxadiazol-5(4H)-one CC(CC)(CCCCCCCCCCCCC)C1=NOC(N1)=O